(R)-N-(4-bromobenzyl)-5-oxopyrrolidine-3-carboxamide BrC1=CC=C(CNC(=O)[C@H]2CNC(C2)=O)C=C1